CC1C=CC(C(C1C(=O)O)C(=O)O)C(=O)O 6-methyl-4-cyclohexene-1,2,3-tricarboxylic acid